dimethoxytrimethyl-benzene COC1=CC(=C(C(=C1C)C)C)OC